ClCC1=CN=C2C3=C(C(NC2=C1)=O)CCC3 3-(Chloromethyl)-5,7,8,9-tetrahydro-6H-cyclopenta[c][1,5]naphthyridin-6-one